CC1CC1C(=O)N 3-methylcyclopropane-1-carboxamide